C(C=C)(=O)NCC1CN(C=2C=CC=C(C2C1)C(=O)O)C1=CC=C(C=C1)C(F)(F)F 3-(acrylamidomethyl)-1-(4-(trifluoromethyl)phenyl)-1,2,3,4-tetrahydro-quinoline-5-carboxylic acid